2-(2,4-dichloropyrimidin-5-yl)-5-methyl-1,3,4-thiadiazole ClC1=NC=C(C(=N1)Cl)C=1SC(=NN1)C